C(C)(C)(C)OC(=O)NC=1C=CC(=NC1OC(F)F)C(=O)OC methyl 5-((tert-butoxycarbonyl)amino)-6-(difluoromethoxy)picolinate